tert-butyl (tert-butoxycarbonyl)(7-(3-fluoro-4-(1-(1-(4-fluorophenyl)ethyl)-1H-pyrazol-4-yl)pyridin-2-yl)-[1,2,4]triazolo[1,5-a]pyridin-2-yl)carbamate C(C)(C)(C)OC(=O)N(C(OC(C)(C)C)=O)C1=NN2C(C=C(C=C2)C2=NC=CC(=C2F)C=2C=NN(C2)C(C)C2=CC=C(C=C2)F)=N1